hexadienenitrile bis(1-oxyl-2,2,6,6-tetramethylpiperidin-4-yl)dodecandioate ON1C(CC(CC1(C)C)OC(CCCCCCCCCCC(=O)OC1CC(N(C(C1)(C)C)O)(C)C)=O)(C)C.C(C=CC=CC)#N